Cl.C(C)(C)S(=O)(=O)N1CCNCC1 1-(isopropylsulfonyl)piperazine hydrochloride